C(OC[C@]1(O[C@H]([C@@H]2OC(O[C@@H]21)(C)C)C2=CC=C1C(=NC=NN12)N)C#N)(OCC(C)C)=O ((3aS,4R,6S,6aS)-6-(4-aminopyrrolo[2,1-f][1,2,4]triazin-7-yl)-4-cyano-2,2-dimethyltetrahydrofuro[3,4-d][1,3]dioxol-4-yl)methyl isobutyl carbonate